3-(N-(2-cyclohexyl-5-(methylsulfonyl)phenyl)sulfamoyl)-4-ethylbenzoic acid C1(CCCCC1)C1=C(C=C(C=C1)S(=O)(=O)C)NS(=O)(=O)C=1C=C(C(=O)O)C=CC1CC